O=C1C(C(CC1)CC(=O)OCC(COCCCCCCCC\C=C/C\C=C/CCCCC)OCCCCCCCC\C=C/C\C=C/CCCCC)C\C=C/CC 2,3-bis(((9Z,12Z)-octadeca-9,12-dien-1-yl)oxy)propyl 2-(3-oxo-2-((Z)-pent-2-en-1-yl) cyclopentyl)acetate